(R)-4-((1-(3-(difluoromethyl)-2-fluorophenyl)ethyl)amino)-2-methyl-6-(1-methyl-6-oxo-1,6-dihydropyridin-3-yl)pyrido[2,3-d]pyrimidin-7(8H)-one FC(C=1C(=C(C=CC1)[C@@H](C)NC=1C2=C(N=C(N1)C)NC(C(=C2)C2=CN(C(C=C2)=O)C)=O)F)F